C(C1=CC=CC=C1)OC1CCC2=CC(=CC=C12)Br (benzyloxy)-5-bromo-2,3-dihydro-1H-indene